8-Chloro-4-methyl-3,4-dihydro-2H-pyridazino[4,5-b][1,4]oxazin-5-ylamine ClC1=NN=C(C2=C1OCCN2C)N